5-[8-(4-Aminopiperidin-1-yl)-7-(3-fluoro-5-methylphenyl)-1,5-naphthyridin-2-yl]-2,3-dihydro-1H-1,3-benzodiazol-2-one NC1CCN(CC1)C=1C(=CN=C2C=CC(=NC12)C1=CC2=C(NC(N2)=O)C=C1)C1=CC(=CC(=C1)C)F